N-{6-[(5-cyclopropyl-1H-pyrazol-3-yl)amino]-5-methoxy-1,2-benzoxazol-3-yl}-4-(5,5-difluoropiperidin-3-yl)-2,6-dimethoxy-N-[(4-methoxyphenyl)methyl]benzene-1-sulfonamide C1(CC1)C1=CC(=NN1)NC1=CC2=C(C(=NO2)N(S(=O)(=O)C2=C(C=C(C=C2OC)C2CNCC(C2)(F)F)OC)CC2=CC=C(C=C2)OC)C=C1OC